3-cyclohexyl-6-oxo-8-(4-propan-2-ylphenyl)-2,4,7,8-tetrahydropyrido[2,1-b][1,3,5]thiadiazine-9-carbonitrile C1(CCCCC1)N1CN2C(SC1)=C(C(CC2=O)C2=CC=C(C=C2)C(C)C)C#N